(R)-5-((2-aminopropoxy)methyl)-2-methoxy-3-nitropyridine N[C@@H](COCC=1C=C(C(=NC1)OC)[N+](=O)[O-])C